N1C=CC2=CC=C(C=C12)CN[C@H]1[C@@H](CCCC1)NCC1=CC=C2C=CNC2=C1 (1R,2R)-N,N'-di[(6-indolyl)methyl]-1,2-diaminocyclohexane